3-(1-Acetyl-4-ethoxypiperidin-4-yl)-8-(3-(bis(methyl-d3)amino)prop-1-yn-1-yl)-5-chloro-1,7-dimethyl-1,6-naphthyridin-2(1H)-one C(C)(=O)N1CCC(CC1)(OCC)C=1C(N(C2=C(C(=NC(=C2C1)Cl)C)C#CCN(C([2H])([2H])[2H])C([2H])([2H])[2H])C)=O